trans-4-((3-(1-Isopropyl-1H-pyrazol-4-yl)phenyl)((trans-4-(5-methoxy-6-methylpyridin-2-yl)cyclohexyl)methyl)carbamoyl)cyclohexyl morpholine-4-carboxylate N1(CCOCC1)C(=O)O[C@@H]1CC[C@H](CC1)C(N(C[C@@H]1CC[C@H](CC1)C1=NC(=C(C=C1)OC)C)C1=CC(=CC=C1)C=1C=NN(C1)C(C)C)=O